2-[3-(4-bromo-3-fluorophenyl)-2-oxobenzimidazol-1-yl]-N-(2,2,2-trifluoroethyl)acetamide BrC1=C(C=C(C=C1)N1C(N(C2=C1C=CC=C2)CC(=O)NCC(F)(F)F)=O)F